CC1(CCC2(OCCO2)CC1)C(=O)OCC1=CC=CC=C1 benzyl 8-methyl-1,4-dioxaspiro[4.5]decane-8-carboxylate